C1(CCC1)CN(C(OC(C)(C)C)=O)[C@H]1CN(CCC1)C1=CC(N(C=C1)C(C)N1N=NC(=C1)C1=NC(=CN=C1)OC)=O tert-butyl (cyclobutylmethyl)((3R)-1-(1-(1-(4-(6-methoxypyrazin-2-yl)-1H-1,2,3-triazol-1-yl)ethyl)-2-oxo-1,2-dihydropyridin-4-yl)piperidin-3-yl)carbamate